ClC=1C(=C(C=CC1)NC1=NC=NC2=CC(=C(C=C12)[N+](=O)[O-])C#CC1[C@@H]2CN(C[C@H]12)C(=O)OC(C)(C)C)F (1R,5S,6s)-tert-butyl 6-((4-((3-chloro-2-fluorophenyl)amino)-6-nitroquinazolin-7-yl)ethynyl)-3-azabicyclo[3.1.0]hexane-3-carboxylate